6-O-(L-alanyl)-N-butyryl-glucosamine hydrochloride Cl.N[C@@H](C)C(=O)OC[C@@H]1[C@H]([C@@H]([C@H](C(O)O1)NC(CCC)=O)O)O